COC(=O)C1=CN(C2=CC(=CC=C12)Br)CCC[C@H]1NCCC[C@@H]1O 6-bromo-1-(3-((2R,3S)-3-hydroxypiperidin-2-yl)propyl)-1H-indole-3-carboxylic acid methyl ester